(1aR,5aR)-2-(2,4-Difluoro-phenyl)-1a,2,5,5a-tetrahydro-1H-2,3-diaza-cyclopropa[a]pentalene-4-carboxylic acid (pyridin-4-ylmethyl)-amide N1=CC=C(C=C1)CNC(=O)C=1C=2C[C@@H]3[C@H](C2N(N1)C1=C(C=C(C=C1)F)F)C3